2-(diethylaminomethyldimethoxysilyl)styrene C(C)N(CC)C[Si](C1=C(C=C)C=CC=C1)(OC)OC